4-amino-8-(1,3-dimethyl-1H-pyrazol-4-yl)-N-propylisoquinoline-3-carboxamide NC1=C(N=CC2=C(C=CC=C12)C=1C(=NN(C1)C)C)C(=O)NCCC